ClC1=CC=C2C(=CNC2=C1)S(=O)(=O)NC1=C(C=C(C=C1)Cl)F 6-chloro-N-(4-chloro-2-fluorophenyl)-1H-indole-3-sulfonamide